ClC1=CC=C(C=C1)N1N=CC=2C1=NC(=NC2NC(=O)C=2SC(=CC2)[N+](=O)[O-])N2N=C(C=C2)C N-(1-(4-chlorophenyl)-6-(3-methyl-1H-pyrazol-1-yl)-1H-pyrazolo[3,4-d]pyrimidin-4-yl)-5-nitrothiophene-2-carboxamide